7-bromo-3,4-dihydroquinazolin-2(1H)-thione BrC1=CC=C2CNC(NC2=C1)=S